2'-O-methyl adenosine-5'-triphosphate P(O)(=O)(OP(=O)(O)OP(=O)(O)O)OC[C@@H]1[C@H]([C@H]([C@@H](O1)N1C=NC=2C(N)=NC=NC12)OC)O